C(C1=CC=CC=C1)O[C@H]1CN(C[C@H](C1OCC1=CC=CC=C1)OCC1=CC=CC=C1)C[C@H]1CNCCC1 (3S,4R,5R)-3,4,5-tris(benzyloxy)-1-((R)-piperidin-3-ylmethyl)piperidine